C(C)C1(NC(N(C(C1)=O)C1CC=2C=CC(=CC12)C(=O)N[C@H]1[C@](COC2=CC=CC=C12)(C)O)=N)CC 8-(4,4-diethyl-2-imino-6-oxo-hexahydropyrimidin-1-yl)-N-[(3S,4R)-3-hydroxy-3-methyl-chroman-4-yl]bicyclo[4.2.0]octa-1(6),2,4-triene-3-carboxamide